C(C=C)OCCO 2-(allyloxy)ethane-1-ol